1-hexyl-3-methylimidazole iron tetrachloride salt [Fe](Cl)(Cl)(Cl)Cl.C(CCCCC)N1CN(C=C1)C